C(C)(C)(C)OC(=O)N1C2CN(CC1CC2)C=2C1=C(N=CN2)C=CC(=N1)C=1C=NC(=C(C1)NS(=O)(=O)C1=C(C=CC=C1F)F)OC.C=C(CC)CCC(CCCC)CCC 3-methylene-6-propyl-decane Tert-butyl-3-(6-(5-((2,6-difluorophenyl)sulfonamido)-6-methoxypyridin-3-yl)pyrido[3,2-d]pyrimidin-4-yl)-3,8-diazabicyclo[3.2.1]octane-8-carboxylate